C(C)OC(=O)[C@H]1N[C@@H]2[C@H](C[C@H]1CC2)O.CC=2C=C1OC=3C=C(C=CC3NC1=CC2)CNC(CN2CCN(CC2)C)=O N-((7-methyl-10H-phenoxazin-3-yl)methyl)-2-(4-methylpiperazin-1-yl)acetamide Ethyl-(1S,3S,4R,6S)-6-hydroxy-2-azabicyclo[2.2.2]octane-3-carboxylate